N-({(3R,4S)-2-[5-chloro-2-(2H-1,2,3-triazol-2-yl)benzoyl]-4-methyl-2-azabicyclo[3.1.1]heptan-3-yl}methyl)-5-(trifluoromethyl)pyrazin-2-amine ClC=1C=CC(=C(C(=O)N2C3CC([C@@H]([C@@H]2CNC2=NC=C(N=C2)C(F)(F)F)C)C3)C1)N1N=CC=N1